6-(3-amino-2-chloro-6-fluorophenoxy)-5-fluoro-3-methylquinazolin-4(3H)-one NC=1C(=C(OC=2C(=C3C(N(C=NC3=CC2)C)=O)F)C(=CC1)F)Cl